O=S1(CCC2=C1C=CC(=C2)NC(COC2=CC=C(C=C2)C2=NC1=C(N2)C=CC(=C1)N1C(C2=CC=C(C=C2C1)N1CCCCC1)=O)=O)=O N-(1,1-dioxido-2,3-dihydro-1-benzothiophen-5-yl)-2-(4-(5-(1-oxo-5-(piperidin-1-yl)-1,3-dihydro-2H-isoindol-2-yl)-1H-benzimidazol-2-yl)phenoxy)acetamide